C1NCCC2=CC(=CC=C12)N1CC(CC1)C(=O)OC(C)(C)C tert-butyl 1-(1,2,3,4-tetrahydroisoquinolin-6-yl)pyrrolidine-3-carboxylate